bis[(phenanthrenyl)phenyl]Naphthalene C1(=CC=CC=2C3=CC=CC=C3C=CC12)C1=C(C=CC=C1)C1=C(C2=CC=CC=C2C=C1)C1=C(C=CC=C1)C1=CC=CC=2C3=CC=CC=C3C=CC12